(thiophene-2-carbonyl)-6,8,9-trifluoro-1,2,3,4-tetrahydropyrido[4',3':4,5]pyrrolo[1,2-a]pyrimidine S1C(=CC=C1)C(=O)N1C=2N(CCC1)C1=C(C2)C(=C(N=C1F)F)F